(R)-2-(4-(2-(5-((4,6-difluoro-1H-indol-5-yl)oxy)-2-fluorophenyl)-1H-imidazol-4-yl)chroman-8-yl)acetic acid FC1=C2C=CNC2=CC(=C1OC=1C=CC(=C(C1)C=1NC=C(N1)[C@@H]1CCOC2=C(C=CC=C12)CC(=O)O)F)F